BrC1=CC=C(C=C1)C1OC2=C(N3C1=CC=1C(CC(CC31)(C)C)=O)C=CC=C2 6-(4-bromophenyl)-10,10-dimethyl-6,9,10,11-tetrahydro-8H-benzo[5,6][1,4]oxazino[4,3-a]indol-8-one